FC=1C(=CC(=C(C1)C1=CC=C(N=N1)N1CC(CC1)N(C(OC(C)(C)C)=O)C1CC(C1)F)OCOC)C1=CN=NC(=C1)OC tert-butyl N-(1-{6-[5-fluoro-2-(methoxymethoxy)-4-(6-methoxypyridazin-4-yl)phenyl]pyridazin-3-yl}pyrrolidin-3-yl)-N-[(1s,3s)-3-fluorocyclobutyl]carbamate